C(CCCCCCCCCCC)(=O)[O-].[Na+] sodium laurate